N-((2S)-2,5-diamino-4-hydroxypentyl)-3-((3-fluorophenyl)thio)-1H-indole-2-carboxamide hydrogen chloride salt Cl.N[C@H](CNC(=O)C=1NC2=CC=CC=C2C1SC1=CC(=CC=C1)F)CC(CN)O